[3-bromo-5-(trifluoromethyl)-1H-pyrazolo[3,4-c]pyridin-7-yl]methanol BrC1=NNC2=C(N=C(C=C21)C(F)(F)F)CO